(1R,2R,3R)-N-(8-amino-7-fluoro-6-(4-methylpyridin-3-yl)isoquinolin-3-yl)-2-(cyanomethyl)-3-methylcyclopropane-1-carboxamide NC=1C(=C(C=C2C=C(N=CC12)NC(=O)[C@H]1[C@@H]([C@H]1C)CC#N)C=1C=NC=CC1C)F